2-[1-[[(3-chloro-2-propenyl)oxy]imino]propyl]-5-[2-(ethylthio)propyl]-3-hydroxy-2-cyclohexen-1-one ClC=CCON=C(CC)C=1C(CC(CC1O)CC(C)SCC)=O